7-(8-fluoro-7-(8-fluoronaphthalen-1-yl)-2-((hexahydro-1H-pyrrolizin-7a-yl)methoxy)pyrido[4,3-d]Pyrimidin-4-yl)-1,3,7-triazaspiro[4.5]Decan-2-one FC1=C(N=CC2=C1N=C(N=C2N2CC1(CNC(N1)=O)CCC2)OCC21CCCN1CCC2)C2=CC=CC1=CC=CC(=C21)F